[N-](S(=O)(=O)C(F)(F)F)S(=O)(=O)C(F)(F)F.C[N+]1(CCCC1)CCCCCCCC 1-methyl-1-octylpyrrolidinium bis(trifluoromethylsulfonyl)imide